BrC1=CC=C(C=C1)C=1N=C2N(C=CC(=C2)NC)C1 N-[2-(4-Bromo-phenyl)-imidazo[1,2-a]pyridin-7-yl]-methyl-amine